FC1=C(C(=O)CC(=O)OCC)C=C(C(=C1)F)F ethyl 2,4,5-trifluorobenzoylacetate